3-Amino-6-chloro-4-(7-fluoro-1H-indazol-4-yl)-7,8-dimethyl-1H-1,5-naphthyridin-2-one NC=1C(NC2=C(C(=C(N=C2C1C1=C2C=NNC2=C(C=C1)F)Cl)C)C)=O